N-[(1R)-1-[3-amino-5-(trifluoromethyl)phenyl]ethyl]-1-[3-(5-methyltriazol-1-yl)phenyl]-6-oxo-pyridazine-3-carboxamide NC=1C=C(C=C(C1)C(F)(F)F)[C@@H](C)NC(=O)C1=NN(C(C=C1)=O)C1=CC(=CC=C1)N1N=NC=C1C